3,3-difluoro-2,2-dimethyl-1-((2S,5S)-9-((3-(trifluoromethyl)bicyclo[1.1.1]pentan-1-yl)ethynyl)-2,3-dihydro-2,5-methanopyrido[3,4-f][1,4]oxazepin-4(5H)-yl)propan-1-one FC(C(C(=O)N1C[C@H]2OC3=C([C@@H]1C2)C=NC=C3C#CC32CC(C3)(C2)C(F)(F)F)(C)C)F